(2R,3R,4R,5S)-2-(hydroxymethyl)-1-(4-((tetrahydro-2H-pyran-4-yl)oxy)phenethyl)piperidine-3,4,5-triol OC[C@H]1N(C[C@@H]([C@H]([C@@H]1O)O)O)CCC1=CC=C(C=C1)OC1CCOCC1